NCC1=NC2=CC=CC=C2C(=N1)C(COC1OCCCC1)(C1=CC=CC=C1)OC1CC1 2-(aminomethyl)-4-(1-cyclopropoxy-1-phenyl-2-((tetrahydro-2H-pyran-2-yl)oxy)ethyl)quinazoline